CNC1=NC(=NC(=C1)C)NC=1C(=C(C2=C([C@H](CO2)C)C1)C=1CCCNCC1)F |o1:15| N4,6-dimethyl-N2-[rel-(3R)-6-fluoro-3-methyl-7-(2,3,4,7-tetrahydro-1H-azepin-5-yl)-2,3-dihydrobenzofuran-5-yl]pyrimidine-2,4-diamine